(3S)-1-(3-methoxy-4-nitrobenzoyl)-3-(prop-2-yn-1-yl)piperidine COC=1C=C(C(=O)N2C[C@@H](CCC2)CC#C)C=CC1[N+](=O)[O-]